1-(4-(2-cyano-7-((5-methoxy-7-methyl-1H-indol-4-yl)methyl)-7-azaspiro[3.5]nonan-6-yl)benzoyl)pyrrolidine-3-carboxylic acid C(#N)C1CC2(C1)CC(N(CC2)CC2=C1C=CNC1=C(C=C2OC)C)C2=CC=C(C(=O)N1CC(CC1)C(=O)O)C=C2